C(C1=CC=CC=C1)OC1=C(C=C(C=C1)/C=C/C(C)=O)O (E)-4-(4-(benzyloxy)-3-hydroxyphenyl)but-3-en-2-one